OCCCCCCCCCCCCCCCC(=O)OC(COC(CCCCCCCCCCCCCCC)=O)COC(CCCCCCCCCCCCCCC)=O [2-hexadecanoyloxy-1-(hexadecanoyloxymethyl)ethyl] 16-hydroxyhexadecanoate